3-(((2R,3R,4S,5R,6R)-5-hydroxy-6-(hydroxymethyl)-3-methoxy-4-(4-(3,4,5-trifluorophenyl)-1H-1,2,3-triazol-1-yl)tetrahydro-2H-pyran-2-yl)methyl)-1-oxa-2-azaspiro[4.5]dec-2-en-8-one O[C@@H]1[C@@H]([C@H]([C@H](O[C@@H]1CO)CC1=NOC2(C1)CCC(CC2)=O)OC)N2N=NC(=C2)C2=CC(=C(C(=C2)F)F)F